N-tert-butyl-5-[[2-(5-chloro-2-methoxy-phenyl)acetyl]amino]-2-fluoro-benzamide C(C)(C)(C)NC(C1=C(C=CC(=C1)NC(CC1=C(C=CC(=C1)Cl)OC)=O)F)=O